C(C1CO1)OC(CC)[Si](OCC)(OCC)OCC α-Glycidoxypropyltriethoxysilan